C(C)(=O)C1=CC=C(C=C1)C=C1C(C(CC1)=CC1=CC=C(C=C1)C(C)=O)=O 2,5-bis[(4-acetylphenyl)methylene]cyclopentanone